C(C)NS(=O)(=O)C1=CC(=C(C=C1)B(O)O)C 4-(N-ETHYLSULFAMOYL)-2-METHYLPHENYLBORONIC ACID